CNS(=O)(=O)CC1CCC(CC1)NC1=C2C(=NC=C1C(=O)OCC1CC1)NC=C2 cyclopropylmethyl 4-(((1R,4R)-4-((N-methylsulfamoyl)methyl)cyclohexyl)amino)-1H-pyrrolo[2,3-b]pyridine-5-carboxylate